FC1=C2CN(CC2=CC=C1)C(=O)NC1=CC=C(C=C1)C1CCN(CC1)C(C(C)(C)O)=O 4-FLUORO-N-(4-(1-(2-HYDROXY-2-METHYL-PROPANOYL)PIPERIDIN-4-YL)PHENYL)ISOINDOLINE-2-CARBOXAMIDE